O1COC2=C1C=CC(=C2)CNC(CN(C)CC=2SC(=CN2)Br)=O N-(benzo[d][1,3]dioxol-5-ylmethyl)-2-(((5-bromothiazol-2-yl)methyl)(methyl)amino)acetamide